P(=O)(OC1=C(C=CC=C1)CCCCCCOC(C=C)=O)([O-])[O-] acryloyloxyhexylphenyl phosphate